N-methyl-N-Bochydrazine Butyl-acetate C(CCC)OC(C)=O.CN(N)C(=O)OC(C)(C)C